Ethyl (E)-4-((3-fluoro-4-(trifluoromethyl) phenyl) (methyl) amino)-4-oxobut-2-enoate FC=1C=C(C=CC1C(F)(F)F)N(C(/C=C/C(=O)OCC)=O)C